ClC1=C(C=CC=C1)C=1N=C(SC1)N(/N=C/C1=C(C=C(C=C1)F)C(=O)O)C (E)-4-(2-chlorophenyl)-2-[1-methyl-2-(2-carboxy-4-fluorobenzylidene)hydrazino]thiazole